C(C)(=O)OC(CO)C=1OC(=NN1)C1=C(C=CC=C1)NC1=CC=C(C=C1)C(F)(F)F 2-hydroxy-1-(5-(2-((4-(trifluoromethyl)phenyl)amino)phenyl)-1,3,4-oxadiazol-2-yl)ethyl acetate